CC1=NNC(=C1C1=CC=C(NC([C@H]([C@@H]2CCC3=CC=C(C=C23)C=2C=NC=C(C2)N2[C@@H]3CO[C@H](C2)C3)NC(=O)C3(CC3)F)=O)C=C1)C N-[(1S)-2-[4-(3,5-dimethyl-1H-pyrazol-4-yl)anilino]-1-[(1R)-6-[5-[(1S,4S)-2-oxa-5-azabicyclo[2.2.1]heptan-5-yl]-3-pyridyl]indan-1-yl]-2-oxo-ethyl]-1-fluoro-cyclopropanecarboxamide